2-(4-(2-((4-(Bis((Z)-2-hydroxyoctadec-9-en-1-yl)amino)butyl)disulfaneyl)ethyl)piperazin-1-yl)ethyl 5-(bis((9Z,12Z)-2-hydroxyoctadeca-9,12-dien-1-yl)amino)pentanoate OC(CN(CCCCC(=O)OCCN1CCN(CC1)CCSSCCCCN(CC(CCCCCC\C=C/CCCCCCCC)O)CC(CCCCCC\C=C/CCCCCCCC)O)CC(CCCCCC\C=C/C\C=C/CCCCC)O)CCCCCC\C=C/C\C=C/CCCCC